1-(4-bromophenyl)cyclobutane-1-carboxylic acid ethyl ester C(C)OC(=O)C1(CCC1)C1=CC=C(C=C1)Br